NCCC=1C=CC(=NC1)C1=C(C=C(C#N)C=C1)CC=1N(N=C(C1)N(C)C)C 4-[5-(2-aminoethyl)pyridin-2-yl]-3-[[5-(dimethylamino)-2-methylpyrazol-3-yl]methyl]benzonitrile